CC(CC)C1=CC=C(C=CCCC(C)C2=C(C(=O)O)C=CC(=C2)OC)C=C1 [4-(2-butyl)benzylidene-2-pentyl]4-methoxybenzoic acid